O=C1NC(CCC1N1C(C2=CC=C(C=C2C1=O)OCCOCCOCCCNC(COC1=CC=C(C=C1)OC=1SC2=C(N1)C=CC(=C2)F)=O)=O)=O N-(3-(2-(2-((2-(2,6-Dioxopiperidin-3-yl)-1,3-dioxoisoindolin-5-yl)oxy)ethoxy)ethoxy)propyl)-2-(4-((6-fluorobenzo[d]thiazol-2-yl)oxy)phenoxy)acetamide